BrC1=CC(=C(C=2CCC12)C=O)O 5-bromo-3-hydroxybicyclo[4.2.0]octa-1(6),2,4-triene-2-carbaldehyde